tert-butyl (3-bromo-2-((diethoxyphosphoryl)difluoromethyl)-7-(4,4,4-trifluorobutoxy)benzo[b]thiophen-5-yl)carbamate BrC=1C2=C(SC1C(F)(F)P(=O)(OCC)OCC)C(=CC(=C2)NC(OC(C)(C)C)=O)OCCCC(F)(F)F